CN1CCN(CC1)C=1C=C(C=CC1)NC(=O)[C@H]1[C@@H](N(C(C2=CC=CC=C12)=O)CC1CCN(CC1)C)C1=CC=C(C=C1)C(F)(F)F (3R,4R)-N-(3-(4-methylpiperazin-1-yl)phenyl)-2-((1-methylpiperidin-4-yl)methyl)-1-oxo-3-(4-(trifluoromethyl)phenyl)-1,2,3,4-tetrahydroisoquinoline-4-carboxamide